ClC=1C(=C2C(=NC1C)CN(C2)C(=O)[C@H]2CN(CC2)C=2C=NC(=CC2)C(F)(F)F)C (3-chloro-2,4-dimethyl-5,7-dihydropyrrolo[3,4-b]pyridin-6-yl)-[(3R)-1-[6-(trifluoromethyl)-3-pyridyl]pyrrolidin-3-yl]methanone